S(C1=CC=C(O1)C=O)C1=CC=C(O1)C=O 5,5'-sulfanediyldi(furan-2-carbaldehyde)